racemic-7-(2-fluoro-3-(1-(1-(4-fluorophenyl)propan-2-yl)-1H-pyrazol-4-yl)phenyl)-[1,2,4]triazolo[1,5-a]pyridin-2-amine FC1=C(C=CC=C1C=1C=NN(C1)[C@@H](CC1=CC=C(C=C1)F)C)C1=CC=2N(C=C1)N=C(N2)N |r|